(4-((2-amino)fluorophenyl)benzyl)-6-hydroxy-2,3-dimethoxyphenanthrene-9-carboxamide NC1=C(C=CC=C1F)C1=CC=C(CC2=C(C(=CC=3C4=CC(=CC=C4C(=CC23)C(=O)N)O)OC)OC)C=C1